N-(3-(2-((6-(4-ethylpiperazin-1-yl)pyridin-3-yl)amino)-7-fluoroquinazolin-8-yl)phenyl)acrylamide C(C)N1CCN(CC1)C1=CC=C(C=N1)NC1=NC2=C(C(=CC=C2C=N1)F)C=1C=C(C=CC1)NC(C=C)=O